5-iodomethylfurfural ICC1=CC=C(C=O)O1